ClC1=NC(=NC(=N1)C1=C(C=C(C=C1)OCCCCCCCCC(CCC(CCCO)O)O)O)C1=C(C=C(OCCCCCCCCC(CCC(CCCO)O)O)C=C1)O 15-[4-[4-chloro-6-[2-hydroxy-4-(9,12,15-trihydroxy-pentadecoxy)phenyl]-1,3,5-triazin-2-yl]-3-hydroxy-phenoxy]pentadecane-1,4,7-triol